5-(4-((1S,2R)-2-isopropylcyclopropyl)imidazo[1,5-b]pyridazin-2-yl)pyrimidine C(C)(C)[C@@H]1[C@H](C1)C=1C=2N(N=C(C1)C=1C=NC=NC1)C=NC2